O1CCC2=C1C=CC=C2N2C=C(N=C1C(NC(N=C21)(N)OCC)=O)C2=CC1=CN(N=C1C=C2)C 8-(2,3-dihydrobenzofuran-4-yl)-2-ethoxy-6-(2-Methyl-2H-indazol-5-yl)pterin